[Br-].BrCCC[P+](C1=CC=CC=C1)(C1=CC=CC=C1)C1=CC=CC=C1 (3-bromopropyl)triphenylphosphanium bromide